5-hydroxy-2-methyl-3-(phenylamino)naphthalene-1,4-dione OC1=C2C(C(=C(C(C2=CC=C1)=O)C)NC1=CC=CC=C1)=O